C(C)OC(=O)N1CCC2(CN(C(N2CC2=CC(=CC=C2)OC)=O)C2=NC=C(C=C2)C=2C=NNC2)CC1 3-(5-(1H-pyrazol-4-yl)pyridin-2-yl)-1-(3-methoxybenzyl)-2-oxo-1,3,8-triazaspiro[4.5]decane-8-carboxylic acid ethyl ester